N-(4-aminobutyl)-2-((6-cyanobenzo[d]thiazol-2-yl)amino)isonicotinamide NCCCCNC(C1=CC(=NC=C1)NC=1SC2=C(N1)C=CC(=C2)C#N)=O